3-ethylsulfanyl-5-(trifluoromethyl)pyridine-2-carboxylic acid C(C)SC=1C(=NC=C(C1)C(F)(F)F)C(=O)O